C(C1=CC=CC=C1)N1[C@@H](C[C@H](CC1)O[Si](C1=CC=CC=C1)(C1=CC=CC=C1)C(C)(C)C)C1=CC=C(C=C1)C#N (2S,4S)-benzyl-4-((tert-butyldiphenylsilyl)oxy)-2-(4-cyanophenyl)piperidine